C(#N)C1CCC(CC1)(N)N p-cyanocyclohexanediamine